histidylcholesterol hemisuccinate C(CCC(=O)O)(=O)O.N[C@@H](CC1=CNC=N1)C(=O)CC(C)CCC[C@@H](C)[C@H]1CC[C@H]2[C@@H]3CC=C4C[C@@H](O)CC[C@]4(C)[C@H]3CC[C@]12C.N[C@@H](CC1=CNC=N1)C(=O)CC(C)CCC[C@@H](C)[C@H]1CC[C@H]2[C@@H]3CC=C4C[C@@H](O)CC[C@]4(C)[C@H]3CC[C@]12C